NC1(CC1)C(=O)O.ClC1=C(C=C(CNC(C(C)C)=O)C=C1)C=1NC(C=C(N1)C=1C=NC=C(C1)OC)=O N-{4-chloro-3-[4-(5-methoxypyridin-3-yl)-6-oxo-1,6-dihydropyrimidin-2-yl]benzyl}isobutyramide aminocyclopropane-carboxylate